N-((S)-(4,4-Difluorocyclohexyl)(5-((R)-1-(4,4,4-trifluorobutanamido)ethyl)-1H-benzo[d]imidazol-2-yl)methyl)-1-isopropyl-1H-1,2,4-triazole-5-carboxamide FC1(CCC(CC1)[C@H](NC(=O)C1=NC=NN1C(C)C)C1=NC2=C(N1)C=CC(=C2)[C@@H](C)NC(CCC(F)(F)F)=O)F